C(C)(C)C1=C(C=CC=C1)[C@H]1N(CCC1)C1CC2(C1)CCN(CC2)C2=CC(=C(C(=O)O)C=C2)N2C1=C(O[C@H](C2)C)N=C2C(=C1)C=CN2 4-(2-((S)-2-(2-isopropylphenyl)pyrrolidin-1-yl)-7-azaspiro[3.5]non-7-yl)-2-((S)-3-methyl-2,3-dihydropyrrolo[3',2':5,6]pyrido[2,3-B][1,4]oxazin-1(6H)-yl)benzoic acid